(3S)-7-((3S,5R)-4-acryloyl-3,5-dimethylpiperazin-1-yl)-10-(2-cyclopropylphenyl)-3-(methoxymethyl)-9-(trifluoromethyl)-2,3-dihydro-5H-[1,4]thiazino[2,3,4-ij]quinazolin-5-one C(C=C)(=O)N1[C@H](CN(C[C@H]1C)C1=NC(N2C3=C(C(=C(C=C13)C(F)(F)F)C1=C(C=CC=C1)C1CC1)SC[C@@H]2COC)=O)C